FC1=C(C=CC(=C1)C(F)(F)F)CN1CCC2(CN(C2)C(CC[C@H]2NC(OC2)=O)=O)CC1 (4R)-4-[3-[7-[[2-Fluoro-4-(trifluoromethyl)phenyl]methyl]-2,7-diazaspiro[3.5]nonan-2-yl]-3-oxo-propyl]oxazolidin-2-one